(3R)-2'-{6-amino-5-[(1R)-1-(1,3-thiazol-2-yl)ethoxy]pyridin-3-yl}-N-(propan-2-yl)-5',6'-dihydrospiro[pyrrolidine-3,4'-pyrrolo[1,2-b]pyrazole]-1-carboxamide NC1=C(C=C(C=N1)C=1C=C2N(N1)CC[C@]21CN(CC1)C(=O)NC(C)C)O[C@H](C)C=1SC=CN1